Ethyl 4-((3,4,5-trimethoxyphenyl) amino)-1H-indole-2-carboxylate COC=1C=C(C=C(C1OC)OC)NC1=C2C=C(NC2=CC=C1)C(=O)OCC